2-hydroxypalmitic acid OC(C(=O)O)CCCCCCCCCCCCCC